(R)-(3-hydroxybutyrat) O[C@@H](CC(=O)[O-])C